3-(benzofuran-3-yl)-1-(methylsulfanyl-methyl)pyrazolo[4,3-c]Pyridine-6-carboxylic acid lithium [Li].O1C=C(C2=C1C=CC=C2)C2=NN(C1=C2C=NC(=C1)C(=O)O)CSC